C(C)OC(=O)C=1C(C=C2N(C(OC3=C2C=2CCOC2C(=C3)OCCCOC)C3=C(N=CS3)Cl)C1)=O 7-(4-Chlorothiazol-5-yl)-4-(3-methoxypropoxy)-11-oxo-1,2,7,11-tetrahydrobenzofuro[4,5-e]pyrido[1,2-c][1,3]oxazine-10-carboxylic acid ethyl ester